4-(3-trifluoromethyl-phenoxy)-2-(4-trifluoromethylphenyl)-pyrimidine FC(C=1C=C(OC2=NC(=NC=C2)C2=CC=C(C=C2)C(F)(F)F)C=CC1)(F)F